ClC=1N=C2C(=CC(N(C2=CC1)C)=O)N1CCN(CC1)CC1=CC(=CC=C1)O 6-chloro-4-{4-[(3-hydroxyphenyl)methyl]piperazin-1-yl}-1-methyl-2-oxo-1,2-dihydro-1,5-naphthyridine